NC1=NC=CC(=C1)C=1C=C2C(=NNC2=C(C1)Br)N 5-(2-aminopyridin-4-yl)-7-bromo-1H-indazol-3-amine